5-(3,6-dihydro-2H-pyran-4-yl)-1H-indole-2-carboxylic acid ethyl ester C(C)OC(=O)C=1NC2=CC=C(C=C2C1)C=1CCOCC1